3-sec-butoxy-N,N-dimethylpropionamide C(C)(CC)OCCC(=O)N(C)C